rac-Ethyl (1R,2S)-2-(4-bromo-6-chloro-1-(tetrahydro-2H-pyran-2-yl)-1H-indazol-5-yl)cyclopropane-1-carboxylate BrC1=C2C=NN(C2=CC(=C1[C@@H]1[C@@H](C1)C(=O)OCC)Cl)[C@@H]1OCCCC1 |&1:19|